CC1=CC(=NC(=C1)C)CN1CCOC2=C(C1=O)C=C(C=C2C=2C(=NN(C2)C)C(F)(F)F)CO 4-((4,6-dimethylpyridin-2-yl)methyl)-7-(hydroxymethyl)-9-(1-methyl-3-(trifluoromethyl)-1H-pyrazol-4-yl)-3,4-dihydrobenzo[f][1,4]oxazepin-5(2H)-one